4,6-dichloro-5-methoxy-2-methylpyrimidine ClC1=NC(=NC(=C1OC)Cl)C